CN1C(=CC=C1)C=O (E)-1-methyl-pyrrole-2-carbaldehyde